FC(OC1=C(CN2C(C(=CC=3C2=NC(=CN3)C)C3CCN(CC3)C(=O)OC(C)(C)C)=O)C=CC=C1)F tert-butyl 4-(5-(2-(difluoromethoxy)benzyl)-3-methyl-6-oxo-5,6-dihydropyrido[2,3-b]pyrazin-7-yl)piperidine-1-carboxylate